Cl.C1(=C(C=CC=C1)[C@H]1NCCC1)C (2S)-2-(o-tolyl)pyrrolidine hydrochloride